NC[C@@]1([C@@H]2CCN(C[C@H]12)C1=CN=C2C(=N1)NN=C2C=2C(=CC(=NC2)C(=O)N)C)C2=C(C=CC=C2)F 5-(6-((1S,6R,7R)-7-(aminomethyl)-7-(2-fluorophenyl)-3-azabicyclo[4.1.0]heptan-3-yl)-1H-pyrazolo[3,4-b]pyrazin-3-yl)-4-methylpicolinamide